1-r-butyl 2-methyl (2S)-4-cyano-4-[(trimethylsilyl)oxy]pyrrolidine-1,2-dicarboxylate C(#N)[C@]1(C[C@H](N(C1)C(=O)OCCCC)C(=O)OC)O[Si](C)(C)C